O=C1N(C[C@@H](C1S(=O)(=O)C1=CC=C(C)C=C1)CCC)C(C(=O)N)CC 2-((4S)-2-oxo-4-propyl-3-p-toluenesulfonylpyrrolidin-1-yl)butyramide